N-(4,4-Difluorocyclohexyl)-5-(imidazo[1,2-a]pyridin-6-yl)pyrrolo[2,1-f][1,2,4]triazin-2-amine FC1(CCC(CC1)NC1=NN2C(C=N1)=C(C=C2)C=2C=CC=1N(C2)C=CN1)F